C(C)NC=1C=C(CC2[C@@](C(NC12)=O)(C)N1C[C@@H]([C@@H](CC1)C1=CC=CC=C1)C(=O)N)F (3R,4R)-1-[(3R)-7-(ethylamino)-5-fluoro-3-methyl-2-oxo-dihydro-indol-3-yl]-4-phenyl-piperidine-3-carboxamide